N-[[2-[(cyclobutylmethylamino)methyl]-5-fluoro-1H-indol-6-yl]methyl]-4-oxo-pyrido[1,2-a]pyrimidine-2-carboxamide C1(CCC1)CNCC=1NC2=CC(=C(C=C2C1)F)CNC(=O)C=1N=C2N(C(C1)=O)C=CC=C2